C(C)(C)(C)OC(=O)N1[C@H](CC(C1)=C)COCCC1=CC=CC=C1 (2R)-2-[(Benzylmethoxy)methyl]-4-methylenepyrrolidine-1-carboxylic acid tert-butyl ester